cis-Ethyl 2-[(1S,3R)-3-[[tert-butyl(dimethyl)silyl]oxymethyl]-2-[2-(2,6-dichlorophenyl)acetyl]-1-methyl-3,4-dihydro-1H-isoquinolin-5-yl]cyclopropanecarboxylate [Si](C)(C)(C(C)(C)C)OC[C@@H]1N([C@H](C2=CC=CC(=C2C1)[C@@H]1[C@@H](C1)C(=O)OCC)C)C(CC1=C(C=CC=C1Cl)Cl)=O